OC1=C(C(=O)N)C=CC(=N1)O 2,6-dihydroxynicotinamide